diisononyl cyclohexanedicarboxylate (diisononyl cyclohexane-1,2-dicarboxylate) C(CCCCCC(C)C)C1(C(CCCC1)(C(=O)O)CCCCCCC(C)C)C(=O)O.C1(CCCCC1)(C(=O)OCCCCCCC(C)C)C(=O)OCCCCCCC(C)C